(S)-N1-(1-(2-(2-adamantylamino)-2-oxoethyl)-2-oxo-1,2-dihydropyridin-3-yl)-N6-methyl-2-(1-methyl-1H-1,2,3-triazole-5-carboxamido)-5-oxohexanediamide C12C(C3CC(CC(C1)C3)C2)NC(CN2C(C(=CC=C2)NC([C@H](CCC(C(=O)NC)=O)NC(=O)C2=CN=NN2C)=O)=O)=O